C(C1CCCO1)CCO tetrahydrofurfuryl-ethyl alcohol